1,5-diisocyanato-2-methylpentane N(=C=O)CC(CCCN=C=O)C